(2-(((1S,2R,5S)-2-isopropyl-5-methylcyclohexyl)oxy)acetyl)-L-phenylalanine C(C)(C)[C@@H]1[C@H](C[C@H](CC1)C)OCC(=O)N[C@@H](CC1=CC=CC=C1)C(=O)O